COC1=CC=C(C=N1)CN1C(C2=CC=C(C=C2C=N1)S(=O)(=O)C=1N=C(SC1)C)=O 2-((6-methoxypyridin-3-yl)methyl)-6-(2-methylthiazol-4-ylsulfonyl)phthalazin-1(2H)-one